5-(hydroxymethyl)-2-isopropyl-1-methyl-1,2,3,4,5,6-hexahydro-1,4-benzodiazocin-3-one OCC1NC(C(N(C2=C(C1)C=CC=C2)C)C(C)C)=O